p-cyanophenylacetic acid C1=CC(=CC=C1CC(=O)O)C#N